ClC=1C(=CC(=C(C1)S(=O)(=O)NC1=NC=NS1)F)NCCCCNC[C@H]1NCCC1 5-chloro-2-fluoro-4-[(4-{[(2S)-pyrrolidin-2-ylmethyl]amino}butyl)amino]-N-1,2,4-thiadiazol-5-ylbenzenesulfonamide